β-Carboline-3-carboxylic acid N-methylamide CNC(=O)C=1N=CC=2NC3=CC=CC=C3C2C1